ClC1=NC(=NC(=C1[N+](=O)[O-])Cl)S(=O)(=O)CCC 4,6-dichloro-5-nitro-2-propylsulfonylpyrimidine